ClC1=NC=C2C(=N1)N(N=C2)C(C)C2=CC(=C(C=C2)C=2N(C=C(N2)C(F)(F)F)CC)F 6-chloro-1-(1-(4-(1-ethyl-4-(trifluoromethyl)-1H-imidazol-2-yl)-3-fluorophenyl)ethyl)-1H-pyrazolo[3,4-d]pyrimidine